BrC1=CC(=C(C=C1)B(O)O)OC(F)(F)F (4-bromo-2-(trifluoromethoxy)phenyl)boronic acid